[3-[7-[2,4-difluoro-6-(2-methoxyethoxy)phenyl]-4-(1-methylindazol-5-yl)thieno[3,2-c]pyridin-6-yl]-1-bicyclo[1.1.1]pentanyl]methanol FC1=C(C(=CC(=C1)F)OCCOC)C=1C2=C(C(=NC1C13CC(C1)(C3)CO)C=3C=C1C=NN(C1=CC3)C)C=CS2